FC(C=1C(=C(C=CC1)C(C)NC1=NC(=NC2=CC3=C(C=C12)C(C(N3C)=O)(C)C)C)F)(C3COCC3)F 4-((1-(3-(difluoro(tetrahydrofuran-3-yl)methyl)-2-fluorophenyl)ethyl)amino)-2,6,6,8-tetramethyl-6,8-dihydro-7H-pyrrolo[3,2-g]quinazolin-7-one